C(C)OC(/C(=C/1\COC2=CC(=C(C=C2C1=O)OC(C)C)OC)/O)=O.C(C1=CC=CC=C1)OCCCCCC(=O)N1C[C@@H]([C@H]([C@H](C1)O)O)NC(C)=O N-[(3s,4r,5s)-1-(6-benzyloxycaproyl)-4,5-dihydroxy-3-piperidinyl]acetamide ethyl-(2Z)-hydroxy(6-isopropoxy-7-methoxy-4-oxo-2H-chromen-3(4H)-ylidene)acetate